((3-bromophenyl)ethynyl)trimethylsilane methyl-4-(6-(4,4-difluoropiperidine-1-carbonyl)-3H-[1,2,3]triazolo[4,5-b]pyridin-3-yl)benzoate COC(C1=CC=C(C=C1)N1N=NC=2C1=NC=C(C2)C(=O)N2CCC(CC2)(F)F)=O.BrC=2C=C(C=CC2)C#C[Si](C)(C)C